O=C1N(CCC(N1)=O)C1=CC=C(N=N1)CN1CCC(CC1)C=1SC2=C(N1)C=C(C(=C2)NC(C2=CN=C(C=C2)C(F)(F)F)=O)C(C)(C)O N-(2-(1-((6-(2,4-dioxotetrahydropyrimidin-1(2H)-yl)pyridazin-3-yl)methyl)piperidin-4-yl)-5-(2-hydroxypropan-2-yl)benzo[d]thiazol-6-yl)-6-(trifluoromethyl)nicotinamide